O(C1=CC=CC=C1)CC(=O)O racemic-phenoxyacetic acid